O=C1N[C@H]2[C@@H](OC1)CCN(C2)C(=O)N2CC(C2)COCC2=C(OCCNC(CC)=O)C=CC=C2 N-(2-(2-(((1-((4aR,8aS)-3-oxooctahydro-2H-pyrido[4,3-b][1,4]oxazine-6-carbonyl)azetidin-3-yl)methoxy)methyl)phenoxy)ethyl)propanamide